N1=C(NC2=C1C=CC=C2)C(=O)N benzo[d]imidazole-2-carboxamide